ClCC(=O)NC1=NNC2=NC=C(C=C21)C2=CC=C(C=C2)OC 2-chloro-N-(5-(4-methoxyphenyl)-1H-pyrazolo[3,4-b]pyridin-3-yl)acetamide